FC1(CCN(CC1)C(=O)OC(C)(C)C)CCN1[C@H](CN(CC1)C1=NC=NC(=C1)C=1N(N=C2C=CC(=CC12)OC1(CC1)C)COCC[Si](C)(C)C)C tert-butyl 4-fluoro-4-[2-[(2S)-2-methyl-4-[6-[5-(1-methylcyclopropoxy)-2-(2-trimethylsilylethoxymethyl)indazol-3-yl]pyrimidin-4-yl]piperazin-1-yl]ethyl]piperidine-1-carboxylate